FC=1C=C(C=CC1)C1=C2N(C(=NC1=O)NC1CC(C1)O)C=CC(=C2)C(F)(F)F 4-(3-fluorophenyl)-1-(((1S,3S)-3-hydroxycyclobutyl)amino)-6-(trifluoromethyl)-3H-pyrido[1,2-c]pyrimidin-3-one